(R and S)-Quinuclidin-3-yl (2-(4-fluorophenyl)-3-oxoisoindolin-4-yl)(methyl)carbamate FC1=CC=C(C=C1)N1CC2=CC=CC(=C2C1=O)N(C(O[C@H]1CN2CCC1CC2)=O)C |r|